NC1=NC=CC2=CC=C(C=C12)C=1C=C2C(=CC(=NC2=CC1)C1CC1)COC1=C(C=CC=C1)CC(=O)O 2-(2-((6-(1-aminoisoquinolin-7-yl)-2-cyclopropylquinolin-4-yl)methoxy)phenyl)acetic acid